C(C(C(C(CCCCCCCCCCCC([2H])([2H])[2H])([2H])[2H])([2H])[2H])([2H])[2H])(=O)OC[C@@H](OC(C=CC=CC=CCCCCCCCCCCC)=O)CO 1-(hexadecanoyl-d9)-2-(9Z,12Z,15Z-octadecatrienoyl)-sn-glycerol